NC1=C(C=C(C=C1)N)S 2,5-diaminobenzenethiol